S1C=NC2=C1C=CC(=C2)NC2=CC=NC1=CC(=CC=C21)C2=CC(=C(C(=O)N1CCN(CC1)C(=O)OC(C)(C)C)C=C2F)C tert-butyl 4-(4-(4-(benzo[d]thiazol-5-ylamino)quinolin-7-yl)-5-fluoro-2-methylbenzoyl)piperazine-1-carboxylate